2-acetyl-9,10-dihydro-phenanthrene C(C)(=O)C1=CC=2CCC3=CC=CC=C3C2C=C1